5-bromo-6-chloro-3-fluoro-1H-pyrrolo[2,3-B]pyridine BrC=1C=C2C(=NC1Cl)NC=C2F